Ethyl (S)-3-(4-((1-(isopropylamino)-3-(naphthalen-2-yl)-1-oxopropan-2-yl)amino)benzamido)propanoate C(C)(C)NC([C@H](CC1=CC2=CC=CC=C2C=C1)NC1=CC=C(C(=O)NCCC(=O)OCC)C=C1)=O